thymidine-3'-phosphoramidite P(O)(N)O[C@H]1C[C@@H](O[C@@H]1CO)N1C(=O)NC(=O)C(C)=C1